C=1(C=CN2C=CC=CC12)C=O IndolizineCarbaldehyde